ClC1=CC2=C(N(C(N=C2N2[C@H](CN(CC2)C(=O)OC(C)(C)C)C)=O)C2=C(C=CC=C2)C(C)C)N=C1N1CCCCC1 tert-Butyl (S)-4-(6-chloro-1-(2-isopropylphenyl)-2-oxo-7-(piperidin-1-yl)-1,2-dihydropyrido[2,3-d]pyrimidin-4-yl)-3-methylpiperazine-1-carboxylate